tert-butyl 7-(2-{[4-(2-methanesulfonylethyl) phenyl] amino}-5H,6H,7H,8H-pyrido[3,4-d]pyrimidin-7-yl)-8-methyl-1H,2H,3H-pyrido[2,3-b][1,4]oxazine-1-carboxylate CS(=O)(=O)CCC1=CC=C(C=C1)NC=1N=CC2=C(N1)CN(CC2)C2=C(C1=C(OCCN1C(=O)OC(C)(C)C)N=C2)C